6-fluoro-5-methyl-7-{3-[(3-methylbutyl)carbamoyl]azetidin-1-yl}-4-oxo-1-(1,3-thiazol-2-yl)-1,4-dihydro-1,8-naphthyridine-3-carboxylic acid FC=1C(=C2C(C(=CN(C2=NC1N1CC(C1)C(NCCC(C)C)=O)C=1SC=CN1)C(=O)O)=O)C